6-(2-ethoxy-3-pyridyl)-3-isopropyl-N-[(6-methoxy-3-pyridyl)methyl]-1-methyl-pyrazolo[3,4-b]pyridin-4-amine C(C)OC1=NC=CC=C1C=1C=C(C2=C(N1)N(N=C2C(C)C)C)NCC=2C=NC(=CC2)OC